1-[tert-butoxycarbonyl(2-cyanoallyl)amino]-7-(6-tert-butoxycarbonyl-2-pyridyl)naphthalene-2-carboxylic acid C(C)(C)(C)OC(=O)N(C1=C(C=CC2=CC=C(C=C12)C1=NC(=CC=C1)C(=O)OC(C)(C)C)C(=O)O)CC(=C)C#N